7-(2-(methylsulfonyl)propane-2-yl)-2-(1H-pyrrolo[2,3-b]pyridin-4-yl)thieno[3,2-d]pyrimidine-6-carboxamide CS(=O)(=O)C(C)(C)C1=C(SC2=C1N=C(N=C2)C2=C1C(=NC=C2)NC=C1)C(=O)N